FC=1C=C(C(=O)NC2=C(C=CC(=C2)CN2CCOCC2)F)C=CC1NC1=NC=C(C(=N1)C1=CC=C(C=C1)F)SC 3-fluoro-N-(2-fluoro-5-morpholin-4-ylmethyl-phenyl)-4-[4-(4-fluoro-phenyl)-5-methylsulfanyl-pyrimidin-2-ylamino]-benzamide